1-(5-fluoro-2-((1-methyl-1H-pyrazol-5-yl)amino)phenyl)cyclopropane-1-carbonitrile FC=1C=CC(=C(C1)C1(CC1)C#N)NC1=CC=NN1C